CN1CCN(CC1)C1=NC=CC(=N1)[C@@H](C)NC(CC)=O N-[(1R)-1-[2-(4-methylpiperazin-1-yl)pyrimidin-4-yl]ethyl]propionamide